C(#N)C=1C=C(C=NC1)C1CN(C1)C(=O)OC(C)(C)C tert-butyl 3-(5-cyanopyridin-3-yl)azetidine-1-carboxylate